Cl.N1=CC=C(C=C1)C1=NN2C(N=C(C=C2)N)=C1 2-(4-pyridinyl)pyrazolo[1,5-a]Pyrimidin-5-amine hydrogen chloride salt